N,N-dimethyl-5-((6-methyl-4-(trifluoromethyl)-5-vinylpyridin-2-yl)amino)-1-((2-(trimethylsilyl)ethoxy)methyl)-1H-1,2,4-triazole-3-carboxamide CN(C(=O)C1=NN(C(=N1)NC1=NC(=C(C(=C1)C(F)(F)F)C=C)C)COCC[Si](C)(C)C)C